C(C)(C)(C)OC(=O)C1=NC(=CC=C1NC(C)C=1C=C(C=C2C(C=C(OC12)C=1N(C2=CC=CC=C2C1)C(=O)OC(C)(C)C)=O)C)Cl tert-Butyl 2-[8-[1-[(2-tert-butoxycarbonyl-6-chloro-3-pyridyl)amino]ethyl]-6-methyl-4-oxo-chromen-2-yl]indole-1-carboxylate